ClC1=CC=C(C=C1)C1=C(CCC(C1)(C)C)C(=O)N1CCN(CCC1)CC=1C=C2CN(C(C2=CC1)=O)C1C(NC(CC1)=O)=O 3-(5-((4-(4'-chloro-5,5-dimethyl-3,4,5,6-tetrahydro-[1,1'-biphenyl]-2-carbonyl)-1,4-diazepan-1-yl)methyl)-1-oxoisoindolin-2-yl)piperidine-2,6-dione